(6-(3-(trifluoromethyl)-5,6-dihydro-[1,2,4]triazolo[4,3-a]pyrazin-7(8H)-yl)pyridin-3-yl)boronic acid FC(C1=NN=C2N1CCN(C2)C2=CC=C(C=N2)B(O)O)(F)F